2-((1-(4,4-difluorocyclohexyl)-4-oxo-4,5-dihydro-1H-pyrazolo[3,4-d]pyrimidin-6-yl)thio)propionic acid FC1(CCC(CC1)N1N=CC2=C1N=C(NC2=O)SC(C(=O)O)C)F